2-(4'-hydroxybutoxy)tetrahydrofuran OCCCCOC1OCCC1